FC1=CC=C(C=C1)C=1N=C(C=2N(C1C=1C=CC=3N(C1)C(=CN3)C)N=NN2)N 6-(4-fluorophenyl)-5-(3-methylimidazo[1,2-a]pyridin-6-yl)tetrazolo[1,5-a]pyrazin-8-amine